N=1NN=C2C1C=CC=C2 2H-benzo-triazole